ClC1=CC=CC(=N1)C(CNC(=O)C1=CC(=NO1)C1=NC=C(C=C1F)F)(C)C=1C(=NN(C1COC)C)C N-[2-(6-chloro-2-pyridyl)-2-[5-(methoxymethyl)-1,3-dimethyl-pyrazol-4-yl]propyl]-3-(3,5-difluoro-2-pyridyl)isoxazole-5-carboxamide